2-(4-cyclopropyl-6-methoxypyrimidin-5-yl)-4-((4-(1-methyl-4-(trifluoromethyl)-1H-imidazol-2-yl)benzyl)oxy)-6,7-dihydro-5H-pyrrolo[3,4-d]pyrimidine C1(CC1)C1=NC=NC(=C1C=1N=C(C2=C(N1)CNC2)OCC2=CC=C(C=C2)C=2N(C=C(N2)C(F)(F)F)C)OC